N'-(2-ethyl-4-hydroxyphenyl)-6-phenyl-4-((trans-2-(trifluoromethyl)cyclohexyl)amino)pyrrolo[1,2-b]pyridazine-3-carboximidamide C(C)C1=C(C=CC(=C1)O)N=C(N)C1=C(C=2N(N=C1)C=C(C2)C2=CC=CC=C2)N[C@H]2[C@@H](CCCC2)C(F)(F)F